ClC1=C(C(=C2N(C1=O)C(CN2CC2=CC=C(C=C2)OC)C(=O)O)C2=CC(=CC=C2)C(F)(F)F)CC2=CC=CC1=CC=CC=C21 6-chloro-1-(4-methoxybenzyl)-7-(naphthalen-1-ylmethyl)-5-oxo-8-(3-(trifluoromethyl)phenyl)-1,2,3,5-tetrahydroimidazo[1,2-a]pyridine-3-carboxylic acid